cyclobutylbismuthanone C1(CCC1)[Bi]=O